7-hydroxy-3,5-dimethoxyflavone zinc 1,2-propylenebis(dithiocarbamate) C(C(C)NC([S-])=S)NC([S-])=S.[Zn+2].OC1=CC(=C2C(C(=C(OC2=C1)C1=CC=CC=C1)OC)=O)OC